NC1=CC=C(C(=O)NC2=NC(N(S2)CC2=CC=C(C=C2)Cl)=O)C=C1 4-amino-N-[2-[(4-chlorophenyl)methyl]-3-oxo-1,2,4-thiadiazol-5-yl]benzamide